2-((5-ethyl-1-methyl-1H-pyrazol-4-yl)methyl)-6-((2-methyl-6-(trifluoromethyl)pyridin-3-yl)sulfonyl)-2,6-diazaspiro[3.3]heptane C(C)C1=C(C=NN1C)CN1CC2(C1)CN(C2)S(=O)(=O)C=2C(=NC(=CC2)C(F)(F)F)C